2-chloro-3-(8-chloro-6-fluoro-1,2,3,4-tetrahydroquinolin-1-yl)-6-trifluoromethanesulfonyl-benzonitrile ClC1=C(C#N)C(=CC=C1N1CCCC2=CC(=CC(=C12)Cl)F)S(=O)(=O)C(F)(F)F